ethyl 2-[4-bromo-5-fluoro-2-(4-ethoxy-4,5-dihydroisoxazol-3-yl)phenoxy]acetate BrC1=CC(=C(OCC(=O)OCC)C=C1F)C1=NOCC1OCC